4-((5-(4-fluorophenyl)-1-(3-(trifluoromethyl)benzyl)-1H-indole-7-carboxamido)methyl)benzoic acid FC1=CC=C(C=C1)C=1C=C2C=CN(C2=C(C1)C(=O)NCC1=CC=C(C(=O)O)C=C1)CC1=CC(=CC=C1)C(F)(F)F